CN(C=1C=CC(=C(C1)N1/C(/SCC1=O)=N/C(=O)NC1=CC=C(C=C1)C=1N=NN(C1)C1=CC=C(C=C1)OC(F)(F)F)COC)C (Z)-1-(3-(5-(dimethylamino)-2-(methoxymethyl)phenyl)-4-oxothiazolidin-2-ylidene)-3-(4-(1-(4-(trifluoromethoxy)phenyl)-1H-1,2,3-triazol-4-yl)phenyl)urea